3-[6-(3-methoxy-4-methyl-phenoxy)-3-pyridyl]-1H-imidazo[4,5-b]pyridin COC=1C=C(OC2=CC=C(C=N2)N2CNC=3C2=NC=CC3)C=CC1C